1-{2-Hydroxy-1-[2-methyl-6-(2,2,2-trifluoro-ethoxy)-pyrimidin-4-yl]-ethyl}-3-spiro[3.3]hept-2-yl-urea OCC(C1=NC(=NC(=C1)OCC(F)(F)F)C)NC(=O)NC1CC2(C1)CCC2